NC(C(=O)OCC1=CC=CC=C1)CCCC benzyl aminocaproate